2-(3,4-Dimethoxyphenyl)-6-(4-(4-isopropylpiperazin-1-yl)phenyl)-1-methyl-1H-pyrrolo[3,2-c]pyridin COC=1C=C(C=CC1OC)C1=CC=2C=NC(=CC2N1C)C1=CC=C(C=C1)N1CCN(CC1)C(C)C